[Ru](Cl)Cl.N1=C(C=CC=C1)C1=NC=CC=C1 (bipyridine) ruthenium (II) chloride